NCCCO\N=C/1\C(C=2C(=NC=NC2C2=C1C=C(C=C2)OC)N)(C)C (6Z)-6-(3-aminopropoxyimino)-8-methoxy-5,5-dimethyl-benzo[h]quinazolin-4-amine